2-cyano-N-methyl-3-phenylacrylamide C(#N)C(C(=O)NC)=CC1=CC=CC=C1